(S)-9-[2-(2-Fluoro-pyridin-4-yl)-2-oxo-ethyl]-2-((R)-3-methyl-morpholin-4-yl)-8-trifluoromethyl-6,7,8,9-tetrahydro-pyrimido[1,2-a]-pyrimidin-4-one FC1=NC=CC(=C1)C(CN1[C@@H](CCN2C1=NC(=CC2=O)N2[C@@H](COCC2)C)C(F)(F)F)=O